N-[3-methyl-1-(tetrahydro-2H-pyran-4-yl)-4-piperidyl]-6-[3-(4-mesyl-2-anisidino)-1-propynyl]-1-(2,2,2-trifluoroethyl)-1H-1,3-benzimidazole-4-carboxamide CC1CN(CCC1NC(=O)C1=CC(=CC=2N(C=NC21)CC(F)(F)F)C#CCNC=2C(OC)=CC=C(C2)S(=O)(=O)C)C2CCOCC2